NC(CCCCC1=NNC=N1)C1=NNC(=N1)C1=CC=CC=C1 5-amino-5'-phenyl-3,3'-pentamethylenebis(1H-1,2,4-triazole)